5-chloro-N-ethylpyrazoline ClC1C=CNN1CC